(2E)-2-[(2-methylpropane-2-sulfinyl)imino]-3H-Spiro[indene-1,4'-piperidine]-1'-carboxylic acid tert-butyl ester C(C)(C)(C)OC(=O)N1CCC2(CC1)/C(/CC1=CC=CC=C12)=N/S(=O)C(C)(C)C